4-carboxy-3-(3,3,3-trifluoropropyl)-1,2,5-oxadiazole 2-oxide C(=O)(O)C=1C(=[N+](ON1)[O-])CCC(F)(F)F